6-{6-chloro-3-[1-(3-methylbutyl)-1H-pyrazol-4-yl]pyridin-2-yl}-2-(4-hydroxybenzyl)-2,3-dihydro-1H-isoindol-1-one ClC1=CC=C(C(=N1)C1=CC=C2CN(C(C2=C1)=O)CC1=CC=C(C=C1)O)C=1C=NN(C1)CCC(C)C